CN(CCC\C=C/CCCCC)C (Z)-N,N-dimethyldec-4-en-1-amine